OC1=CC=C(C=C1)C=1OC2=C(C(C1)=O)C=CC=C2 2-(4-hydroxyphenyl)-4H-benzopyran-4-one